4-(tosylmethyl)styrene S(=O)(=O)(C1=CC=C(C)C=C1)CC1=CC=C(C=C)C=C1